Methyl (2S)-2-acetamido-6-(3a-bromo-4,7-dimethyl-1,3,8-trioxo-5,6-diphenyl-1,3,3a,4,7,7a-hexahydro-2H-4,7-methanoisoindol-2-yl)hexanoate C(C)(=O)N[C@H](C(=O)OC)CCCCN1C(C2C3(C(=C(C(C2(C1=O)Br)(C3=O)C)C3=CC=CC=C3)C3=CC=CC=C3)C)=O